NC=1N=C(C2=C(N1)C(=CS2)C(F)F)C=2N=NNC2 4-(2-Amino-7-(difluoromethyl)thieno[3,2-d]pyrimidin-4-yl)-1H-1,2,3-triazole